BrC(CN1C(N(C(N(C1=O)CC(CBr)Br)=O)CC(CBr)Br)=O)CBr tris(2,3-dibromopropyl)-1,3,5-triazine-2,4,6-trione